ClC1=CC=CC=C1 4-chloro-benzene